CC=1C=C(C=C(C1O[N+](=O)[O-])C)C1=C(C(=C(C(=C1C(=O)O)C1=CC(=C(C(=C1)C)O[N+](=O)[O-])C)C(=O)O)C1=CC(=C(C(=C1)C)O[N+](=O)[O-])C)C(=O)O tris(3,5-dimethyl-4-nitryloxyphenyl)trimesic acid